N-(5-(3-(5-azaspiro[2.4]heptan-5-yl)propanamido)-2-methylpyridin-3-yl)-2-(1-(2-methoxyethyl)-1H-pyrazol-4-yl)pyrazolo[5,1-b]thiazole-7-carboxamide C1CC12CN(CC2)CCC(=O)NC=2C=C(C(=NC2)C)NC(=O)C=2C=NN1C2SC(=C1)C=1C=NN(C1)CCOC